7-(3-methylbenzyloxy)-4-oxo-4H-benzofuran-3-carbaldehyde CC=1C=C(COC=2C=CC(C3=C(COC32)C=O)=O)C=CC1